(Z)-N'-hydroxy-4-nitrobenzamidine O\N=C(\C1=CC=C(C=C1)[N+](=O)[O-])/N